C(C)(C)(C)[Si](OC1CCC(CC1)C=O)(C1=CC=CC=C1)C1=CC=CC=C1 (1r,4r)-4-{[tert-butyl-(diphenyl)silyl]oxy}cyclohexane-1-carbaldehyde